5-((s)-5H-imidazo[5,1-a]isoindol-5-yl)-4,5,6,7-tetrahydro-[1,2,3]triazolo[1,5-a]pyridin-4-ol C=1N=CN2C1C1=CC=CC=C1[C@@H]2C2C(C=1N(CC2)N=NC1)O